methyl {[5-(dichloromethyl)-4-nitro-1-phenyl-1H-pyrazol-3-yl]sulfanyl}acetate ClC(C1=C(C(=NN1C1=CC=CC=C1)SCC(=O)OC)[N+](=O)[O-])Cl